[3-[2-[3-[(3R)-3-benzyloxybutoxy]propyl]triazol-4-yl]-1-tetrahydropyran-2-yl-indazol-5-yl]oxy-tert-butyl-dimethyl-silane C(C1=CC=CC=C1)O[C@@H](CCOCCCN1N=CC(=N1)C1=NN(C2=CC=C(C=C12)O[Si](C)(C)C(C)(C)C)C1OCCCC1)C